BrC=1C=C2C3(C(=NC2=CC1)C)CCCC3 5'-bromo-2'-methyl-spiro[cyclopentane-1,3'-indole]